(2S,3S,4S)-3-ethyl-4-fluoro-5-oxopyrrolidine C(C)[C@H]1CNC([C@H]1F)=O